Cl.N1(CCOCC1)C1=NC=2N(C(=N1)NCC(N)=N)N=CC2C(F)(F)F {[2-(morpholin-4-yl)-8-(trifluoromethyl)pyrazolo[1,5-a][1,3,5]triazin-4-yl]amino}ethanimidamide hydrogen chloride